tert-butyl-(R)-8-(((R)-tert-butylsulfinyl)amino)spiro[bicyclo[4.2.0]octane-7,4'-piperidine] tert-butyl-5-cyclobutylindoline-1-carboxylate C(C)(C)(C)OC(=O)N1CCC2=CC(=CC=C12)C1CCC1.C(C)(C)(C)N1CCC2(CC1)C1CCCC[C@H]1C2N[S@](=O)C(C)(C)C